3-amino-6-(3-methylimidazo[1,2-a]pyridin-6-yl)-5-(oxazol-2-yl)-N-(tetrahydro-2H-pyran-3-yl)pyrazine-2-carboxamide NC=1C(=NC(=C(N1)C=1OC=CN1)C=1C=CC=2N(C1)C(=CN2)C)C(=O)NC2COCCC2